FC(=C(C1=CC=CC=C1)F)C1=CC=CC=C1 (1,2-difluoro-2-phenylvinyl)-benzene